3,4-dihydroxyl-3-hepten-5-lactone OC=1CC(=O)OC(C1O)CC